B(OC(=O)C=C)([O-])[O-] acryl borate